FC1=C(C=CC=C1C(F)(F)F)[C@@H](C)NC(=O)C=1C=2N(N=C(C1)C=1C=NN(C1)CC(C)(C)O)C[C@H](N2)C (R)-N-((R)-1-(2-fluoro-3-(trifluoromethyl)phenyl)ethyl)-6-(1-(2-hydroxy-2-methylpropyl)-1H-pyrazol-4-yl)-2-methyl-2,3-dihydroimidazo[1,2-b]pyridazine-8-carboxamide